CNS(=O)(=O)C1=CC=C(CSC2=C(N=NN2)C(=O)O)C=C1 5-((4-(N-methylsulfamoyl)benzyl)thio)-1H-1,2,3-triazole-4-carboxylic acid